C(CCCCCCC)/C(=C(/C(=O)[O-])\CCCCCCCC)/C(=O)[O-] DioctylMaleate